N-((3S,4S)-3-((8-((cyclopropylmeth-yl)amino)-6-(2,6-dichloro-3,5-bis(meth-oxy-d3)phenyl)pyrido[3,4-d]pyrimidin-2-yl)amino)tetrahydro-2H-pyran-4-yl)acrylamide C1(CC1)CNC1=NC(=CC2=C1N=C(N=C2)N[C@@H]2COCC[C@@H]2NC(C=C)=O)C2=C(C(=CC(=C2Cl)OC([2H])([2H])[2H])OC([2H])([2H])[2H])Cl